N-(3-fluoro-5-methoxyphenyl)-7-methoxy-2-(tetrahydro-2H-pyran-4-yl)imidazo[1,2-a]pyridine-6-carboxamide FC=1C=C(C=C(C1)OC)NC(=O)C=1C(=CC=2N(C1)C=C(N2)C2CCOCC2)OC